N-(4-(methylthio)benzyl)-4-(2-phenyl-2H-pyrazolo[3,4-d]pyrimidin-4-yl)piperazine-2-carboxamide CSC1=CC=C(CNC(=O)C2NCCN(C2)C=2C=3C(N=CN2)=NN(C3)C3=CC=CC=C3)C=C1